N-[(2,4-dimethoxyphenyl)methyl]-5-ethyl-pyridazin-3-amine COC1=C(C=CC(=C1)OC)CNC=1N=NC=C(C1)CC